2-(5-(2-Oxa-6-azaspiro[3.3]heptan-6-yl)pyrimidin-2-yl)-6-(3-methoxy-2-methylphenyl)phthalazin-1(2H)-one C1OCC12CN(C2)C=2C=NC(=NC2)N2C(C1=CC=C(C=C1C=N2)C2=C(C(=CC=C2)OC)C)=O